C1(CC1)OC1=C(C(=NC=C1)OC)C1=CNC2=NC(=CC=C21)NC(=O)[C@H]2[C@H](C2)F (1S,2S)-N-[3-(4-cyclopropoxy-2-methoxypyridin-3-yl)-1H-pyrrolo[2,3-b]pyridin-6-yl]-2-fluorocyclopropane-1-carboxamide